ethyl 4-{[3-(4-{[(3R,4S)-1-ethyl-3-fluoropiperidin-4-yl]amino}-1-(2,2,2-trifluoroethyl)-1H-indol-2-yl)prop-2-yn-1-yl] amino}-3-methoxybenzoate C(C)N1C[C@H]([C@H](CC1)NC1=C2C=C(N(C2=CC=C1)CC(F)(F)F)C#CCNC1=C(C=C(C(=O)OCC)C=C1)OC)F